2-amino-3-(3-benzylphenyl)propanoic acid NC(C(=O)O)CC1=CC(=CC=C1)CC1=CC=CC=C1